FC(C1=CC=C(C=C1)C1=CC=C(S1)C=O)(F)F 5-(4-(trifluoromethyl)phenyl)thiophene-2-formaldehyde